1-((R)-2-hydroxy-2-((1S,4aS,4bR,6aS,8R,10aS,10bS,12aS)-8-hydroxy-10a,12a-dimethyl-8-propyloctadecahydrochrysen-1-yl)propyl)-1H-pyrazole-4-carbonitrile O[C@](CN1N=CC(=C1)C#N)(C)[C@H]1CCC[C@H]2[C@@H]3CC[C@H]4C[C@](CC[C@@]4([C@H]3CC[C@]12C)C)(CCC)O